O=C1CC[C@H](N1C(=O)OC(C)(C)C)C(=O)[O-] tert-butyl (2S)-5-oxopyrrolidine-1,2-dicarboxylate